ClCCN=C=O chloroethyl isocyanate